OC[C@@H]1CN(CCN1C1=NC(=C(C=C1)[N+](=O)[O-])NC1=CC=NC=C1)C(=O)OC(C)(C)C tert-butyl (3S)-3-(hydroxymethyl)-4-{5-nitro-6-[(pyridin-4-yl)amino]pyridin-2-yl}piperazine-1-carboxylate